C(=CC)N1CC(CCC1)N(C1=C(C2=C(C(=N1)C1=CN=C(S1)C)C(NC2)=O)F)C 6-((1-propenylpiperidin-3-yl)(methyl)amino)-7-fluoro-4-(2-methylthiazol-5-yl)-1H-pyrrolo[3,4-c]pyridin-3(2H)-one